(2S)-2-(4-Cyclopropyl-5-methoxy-2-oxo-1H-1,6-naphthyridin-3-yl)-N-[(1S)-1-(2,4-difluorophenyl)ethyl]propanamide C1(CC1)C1=C(C(NC2=CC=NC(=C12)OC)=O)[C@@H](C(=O)N[C@@H](C)C1=C(C=C(C=C1)F)F)C